C1(CC1)S(=O)(=O)NC=1SC=C(N1)C(C(=O)NC1=NC=C(C=C1)C1=NC(=CN=C1)C(C)(C)O)(C)C 2-(2-(cyclopropanesulfonamido)thiazol-4-yl)-N-(5-(6-(2-hydroxypropan-2-yl)pyrazin-2-yl)pyridin-2-yl)-2-methylpropanamide